N-{3-nitro-4-[(oxan-4-ylmethyl)amino]benzenesulfonyl}-4-{2-[(2S)-2-[2-(pyridin-2-yl)phenyl]pyrrolidin-1-yl]-7-azaspiro[3.5]nonan-7-yl}benzamide [N+](=O)([O-])C=1C=C(C=CC1NCC1CCOCC1)S(=O)(=O)NC(C1=CC=C(C=C1)N1CCC2(CC(C2)N2[C@@H](CCC2)C2=C(C=CC=C2)C2=NC=CC=C2)CC1)=O